C[C@@H]1CC2=C(NC3=CC=CC=C23)[C@H](N1CC(F)(F)F)C=1SC(=CC1)O[C@H]1CNCC1 (1S,3R)-3-methyl-1-(5-(((R)-pyrrolidin-3-yl)oxy)thiophen-2-yl)-2-(2,2,2-trifluoroethyl)-2,3,4,9-tetrahydro-1H-pyrido[3,4-b]indole